O=C1NC(CCC1N1C(C2=CC=CC(=C2C1)CN1CCN(CC1)C1CCN(CC1)C=1C(=CC2=C(C(C=3NC4=CC=CC=C4C3C2=O)(C)C)C1)CC)=O)=O 8-(4-(4-((2-(2,6-dioxopiperidin-3-yl)-1-oxoisoindolin-4-yl)methyl)piperazine-1-yl)piperidin-1-yl)-9-ethyl-6,6-dimethyl-11-oxo-6,11-dihydro-5H-benzo[b]carbazole